C1(CC1)C=1C=CC=2N(C1)C(=CN2)C2=CC=CC(=N2)N[C@H]2CNC[C@@H]2OC 6-(6-cyclopropylimidazo[1,2-a]pyridin-3-yl)-N-((3S,4S)-4-methoxypyrrolidin-3-yl)pyridin-2-amine